FC=1C=C(C(=NC1)C1=NC=CN=C1)C=1CCN(CC1)C(=O)OC(C)(C)C tert-butyl 4-(5-fluoro-2-pyrazin-2-yl-3-pyridyl)-3,6-dihydro-2H-pyridine-1-carboxylate